1-(5-ethyl-5-methylcyclohex-1-en-1-yl)pent-4-en-1-one C(C)C1(CCC=C(C1)C(CCC=C)=O)C